4-[[3-(3-chloro-4-methoxyphenyl)imidazo[1,2-a]pyrazin-8-yl]amino]-N,N-diethylbenzamide ClC=1C=C(C=CC1OC)C1=CN=C2N1C=CN=C2NC2=CC=C(C(=O)N(CC)CC)C=C2